9,10-bis(methoxycarbonylpentadecyloxy)anthracene COC(=O)CCCCCCCCCCCCCCCOC=1C2=CC=CC=C2C(=C2C=CC=CC12)OCCCCCCCCCCCCCCCC(=O)OC